O-methyl-inosine CO[C@H]1[C@@H](O[C@@H]([C@H]1O)CO)N1C=NC=2C(O)=NC=NC12